[Na].NC1=NC=C(C2=C1C(=C(N2C)C2=C(C=C(C=C2)C=C(C(=O)N)C)F)C2=CC(=C(C=C2)OC2=NC=CC(=N2)C)F)C#N (4-(4-amino-7-cyano-3-(3-fluoro-4-((4-methylpyrimidin-2-yl)oxy)phenyl)-1-methyl-1H-pyrrolo[3,2-c]pyridin-2-yl)-3-fluorophenyl)methacrylamide sodium